2-Methoxy-4-methyl-N-(4-(1-(trifluoromethyl)-cyclopropyl)butyl)-1H-imidazole-1-carboxamide COC=1N(C=C(N1)C)C(=O)NCCCCC1(CC1)C(F)(F)F